androstane-4,16-diene-3-one C[C@@]12C=CC[C@H]1[C@@H]1CCC3=CC(CC[C@]3(C)[C@H]1CC2)=O